COCCOCC=1C2=CC=CC=C2C=C2C=CC=CC12 9-(2-methoxyethoxymethyl)anthracene